2-[4-[8-[4-[N-(3-aminopropyl)-S-methyl-sulfonimidoyl]-3-methyl-anilino]imidazo[1,2-a]pyrazin-3-yl]-3-(trifluoromethyl)pyrazol-1-yl]acetonitrile NCCCN=S(=O)(C)C1=C(C=C(NC=2C=3N(C=CN2)C(=CN3)C=3C(=NN(C3)CC#N)C(F)(F)F)C=C1)C